(5-formyl-4-methoxymethyl-pyridineamido)-2,2'-dimethyl-[1,1'-biphenyl] C(=O)C=1C(=CC(=NC1)C(=O)NC=1C(=C(C=CC1)C1=C(C=CC=C1)C)C)COC